(7-fluoroimidazo[1,2-a]pyridin-3-yl)isoindolin-1-one FC1=CC=2N(C=C1)C(=CN2)N2C(C1=CC=CC=C1C2)=O